C(C)(=O)OC1CC(C1)C(=O)O 3-acetoxycyclobutanecarboxylic acid